OC=1C=C(C=CC1O)C(CN)O 1-(3,4-dihydroxyphenyl)-2-aminoethanol